N1C(C=NC=C1)=O PYRAZIN-2(1H)-ONE